(2R,3R)-3-(2,5-difluorophenyl)-3-hydroxy-2-methyl-4-[1H-(1,2,4)-triazole-1-yl]thiobutyramide 2-{[(tert-butyldimethylsilyl)oxy]methyl}-4-carboxy-5-chloropyridin-1-ium-1-olate [Si](C)(C)(C(C)(C)C)OCC1=[N+](C=C(C(=C1)C(=O)O)Cl)[O-].FC1=C(C=C(C=C1)F)[C@]([C@H](C(=S)N)C)(CN1N=CN=C1)O